N-(6-(4-cyanophenyl)thiazolo[4,5-b]pyrazin-2-yl)-3'-methoxy-6-methyl-[4,4'-bipyridine]-3-carboxamide C(#N)C1=CC=C(C=C1)C=1N=C2C(=NC1)N=C(S2)NC(=O)C=2C=NC(=CC2C2=C(C=NC=C2)OC)C